4-bromopyrazolo[1,5-a]pyridin-2-amine BrC=1C=2N(C=CC1)N=C(C2)N